Cl.Cl.NCCNC(=O)C1=CC2=C(N(C(=N2)NC=2SC3=C(N2)C=CC(=C3)Cl)C)C=C1 2-(6-chloro-benzothiazol-2-ylamino)-1-methyl-1H-benzoimidazole-5-carboxylic acid (2-amino-ethyl)-amide dihydrochloride